N-((4,7-dihydro-5H-thieno[2,3-c]pyran-7-yl)methyl)-2,2-difluoroethan-1-amine S1C=CC2=C1C(OCC2)CNCC(F)F